2-[5-[methyl(1-methylpiperidin-4-yl)amino][1,3]thiazolo[5,4-d][1,3]thiazol-2-yl]-5-[1-(2H3)methyl-1H-pyrazol-4-yl]phenol hydrochloride Cl.CN(C=1SC2=C(N1)SC(=N2)C2=C(C=C(C=C2)C=2C=NN(C2)C([2H])([2H])[2H])O)C2CCN(CC2)C